COC(C1=NC=CC(=C1)C(F)(F)F)=O.[N+](=O)([O-])C1=C(C=CC(=C1)[N+](=O)[O-])NO 2,4-dinitrophenyl-hydroxylamine methyl-4-(trifluoromethyl)picolinate